4-(4-amino-6-(4-methacrylamido-phenyl)-7-methyl-7H-pyrrolo[2,3-d]pyrimidin-5-yl)-N-(cyclopropylmethyl)benzamide NC=1C2=C(N=CN1)N(C(=C2C2=CC=C(C(=O)NCC1CC1)C=C2)C2=CC=C(C=C2)NC(C(=C)C)=O)C